1-hydroxy-2,2,5,5-tetramethylpyrrolidine-3-carboxamide ON1C(C(CC1(C)C)C(=O)N)(C)C